((3-hydroxypropyl)azanediyl)bis(butane-4,1-diyl) (2E,2'E)-bis(3-hexyldec-2-enoate) C(CCCCC)\C(=C/C(=O)OCCCCN(CCCCOC(C=C(CCCCCCC)CCCCCC)=O)CCCO)\CCCCCCC